COC([C@@H](NCC=C)C)=O allyl-alanine methyl ester